5-benzyl-3-((pyridin-2-ylmethoxy)methyl)-4,5-dihydroisoxazole-5-carboxylic acid C(C1=CC=CC=C1)C1(CC(=NO1)COCC1=NC=CC=C1)C(=O)O